C(C)OC(C[C@H](N1[C@@](C2=CC=C(C=C2C1=O)C(=C)C)(OCC1(CC1)CO)C1=CC=C(C=C1)Cl)C1=CC=C(C=C1)Cl)=O (S)-3-(4-chlorophenyl)-3-((R)-1-(4-chlorophenyl)-1-((1-(hydroxymethyl)cyclopropyl)methoxy)-3-oxo-5-(prop-1-en-2-yl)isoindolin-2-yl)propionic acid ethyl ester